(1R,5S)-1-(2,5-difluorophenyl)-2-azabicyclo[3.1.0]Hexane FC1=C(C=C(C=C1)F)[C@@]12NCC[C@H]2C1